[8-(6-Methoxy-pyridin-2-yl)-2,3-dihydro-benzo[1,4]dioxin-2-ylmethyl]-(1-methyl-piperidin-4-ylmethyl)-amine COC1=CC=CC(=N1)C1=CC=CC2=C1OC(CO2)CNCC2CCN(CC2)C